ClC1=NC=C(C(=C1)C1=C(C=NC(=C1)C)C(=O)NC=1SC=2N=C(N=CC2N1)C(F)(F)F)OC 2'-chloro-5'-methoxy-6-methyl-N-[5-(trifluoromethyl)-[1,3]thiazolo[5,4-d]pyrimidin-2-yl]-[4,4'-bipyridine]-3-carboxamide